C1(=C(C=CC=C1)C1=C(C=CC=C1)C1=C(C=2C=CC3=C4C=CC=CC4=CC=C3C2C=C1)C1=C(C=CC=C1)C1=C(C=CC=C1)C1=CC=CC=C1)C1=CC=CC=C1 bis[(biphenylyl)phenyl]chrysene